10-(4-(1,3-dioxolan-2-yl)phenyl)-10H-phenoxazine O1C(OCC1)C1=CC=C(C=C1)N1C2=CC=CC=C2OC=2C=CC=CC12